BrC=1C=C(C(=NC1)N1CC(C1)CNC(=O)C1=C(N=CS1)C)Cl N-((1-(5-bromo-3-chloropyridin-2-yl)azetidin-3-yl)methyl)-4-methylthiazole-5-carboxamide